methyl 4-(but-3-en-1-yloxy)-2-hydroxy-3,6-dimethylbenzoate C(CC=C)OC1=C(C(=C(C(=O)OC)C(=C1)C)O)C